ClC1=CC2=C(N=CNC2=O)N1C1=CC=C(C=C1)[C@@H]1CO[C@H](CN1C(=O)OC(C)(C)C)C(F)(F)F |r| rac-tert-Butyl (2R,5R)-5-(4-(6-chloro-4-oxo-3,4-dihydro-7H-pyrrolo[2,3-d]pyrimidin-7-yl)phenyl)-2-(trifluoromethyl)morpholine-4-carboxylate